CC(=O)N[C@@H]1[C@H]([C@@H]([C@H](O[C@H]1O)COS(=O)(=O)O)O[C@H]2[C@@H]([C@H]([C@H]([C@H](O2)CO)O)OS(=O)(=O)O)O)O The molecule is an amino disaccharide that consists of 6-sulfated N-acetyl-beta-D-glucosamine having a 3-sulfated beta-D-galactosyl residue attached at position 4. It has a role as an epitope. It is an oligosaccharide sulfate and an amino disaccharide.